5-phenyl-1H-imidazol-2-yl-2H-benzo[b][1,4]thiazin C1(=CC=CC=C1)C1=CN=C(N1)C1C=NC2=C(S1)C=CC=C2